C(C)N(CC)C(=S)OC1=CC(=C(C(=C1)Cl)OCCCOC1=NC=C(C=C1Br)C(F)(F)F)Cl O-(3,5-dichloro-4-(3-((3-bromo-5-(trifluoromethyl) pyridin-2-yl) oxy) propoxy) phenyl) diethylaminothiocarboxylate